C(C)(C)(C)OC(=O)N1C[C@@H](OCC1)C=O.OC1=C(C(/C=C/C2=CC=CC=C2)=O)C=CC(=C1)O 2',4'-dihydroxychalcone tert-butyl-(R)-2-formylmorpholine-4-carboxylate